trihexyl-ethyl-ammonium iodide [I-].C(CCCCC)[N+](CC)(CCCCCC)CCCCCC